1-tert-butoxycarbonyl-3,3-dimethyl-azetidine-2-carboxylic acid C(C)(C)(C)OC(=O)N1C(C(C1)(C)C)C(=O)O